(2R)-N-((R or S)-(5-chloro-6-(trifluoromethyl)pyridin-2-yl)(6-(trifluoro-methyl)pyridin-3-yl)methyl)-2-methyl-3-oxopiperazine-1-carboxamide ClC=1C=CC(=NC1C(F)(F)F)[C@H](NC(=O)N1[C@@H](C(NCC1)=O)C)C=1C=NC(=CC1)C(F)(F)F |o1:11|